COC1=C(C=CC(=C1)C=1C=NN(C1)C1OCCCC1)N1CCC(CC1)CN1C(CCC1)=O 1-((1-(2-methoxy-4-(1-(tetrahydro-2H-pyran-2-yl)-1H-pyrazol-4-yl)phenyl)piperidin-4-yl)methyl)pyrrolidin-2-one